tert-butyl 4-(3-((1-(4-chlorophenyl)-2-(4-methyl-6-(trifluoromethoxy)indolin-1-yl)-2-oxoethyl)amino)-5-methoxyphenoxy)butanoate ClC1=CC=C(C=C1)C(C(=O)N1CCC2=C(C=C(C=C12)OC(F)(F)F)C)NC=1C=C(OCCCC(=O)OC(C)(C)C)C=C(C1)OC